monolithium fumarate C(\C=C\C(=O)O)(=O)[O-].[Li+]